tert-butyl (S)-3-((8-(5-(trifluoromethyl)pyridin-2-yl)-1,6-naphthyridin-5-yl)amino)pyrrolidine-1-carboxylate FC(C=1C=CC(=NC1)C=1C=NC(=C2C=CC=NC12)N[C@@H]1CN(CC1)C(=O)OC(C)(C)C)(F)F